(S)-6-(1-amino-1,3-dihydrospiro[indene-2,4'-piperidine]-1'-yl)-3-(1-(4-aminophenyl)cyclopropyl)-1,5-dihydro-4H-pyrazolo[3,4-d]pyrimidin-4-one N[C@@H]1C2=CC=CC=C2CC12CCN(CC2)C=2NC(C1=C(N2)NN=C1C1(CC1)C1=CC=C(C=C1)N)=O